C(CCCCCCC\C=C/C\C=C/CCCCC)(=O)OC1=CC=CC=C1 phenyl (9z,12z)-octadeca-9,12-dienoate